BrC1=CC(=C(C(=C1)C)CO)Cl (4-bromo-2-chloro-6-methylphenyl)-methanol